CC1=C(OC2=C1C=CC=C2)C(=O)NCC=2SC(=NN2)C2=CC=CC=C2 3-methyl-N-[(5-phenyl-1,3,4-thiadiazol-2-yl)methyl]benzofuran-2-carboxamide